CN1N=CC(=C1)C=1SC=C(N1)C(=O)N([C@@H]1CNCC1)C(C)C 2-(1-methyl-1H-pyrazol-4-yl)-N-(propan-2-yl)-N-[(3S)-pyrrolidin-3-yl]-1,3-thiazole-4-carboxamide